1,2-butanedithiol C(C(CC)S)S